5-[(3-{4-[(piperidin-4-yl)amino]-1-(2,2,2-trifluoroethyl)-1H-indol-2-yl}prop-2-yn-1-yl)amino]pyridine-2-carboxamide N1CCC(CC1)NC1=C2C=C(N(C2=CC=C1)CC(F)(F)F)C#CCNC=1C=CC(=NC1)C(=O)N